FC1=CC=CC2=C1N=C(O2)C2=CC=C(C=C2)NC(C(C)(C)C)=O N-[4-(4-fluoro-1,3-benzoxazol-2-yl)phenyl]-2,2-dimethyl-propanamide